C1(C(CC=CC1)C(=O)O)C(=O)O cyclohexane-4-ene-1,2-dicarboxylic acid